(R)-4-(7-chloro-4-((1-(2-methyl-3-(trifluoromethyl)phenyl)ethyl)amino)pyrido[2,3-d]pyrimidin-6-yl)thiomorpholine 1,1-dioxide ClC=1C(=CC2=C(N=CN=C2N[C@H](C)C2=C(C(=CC=C2)C(F)(F)F)C)N1)N1CCS(CC1)(=O)=O